(S)-2-amino-3-(1-(1-hydroxy-5-oxo-9,12,15,18,21,24,27,30,33,36,39-undecaoxa-3-thia-6-azahentetracontan-41-yl)-1H-1,2,3-triazol-4-yl)propanoic acid N[C@H](C(=O)O)CC=1N=NN(C1)CCOCCOCCOCCOCCOCCOCCOCCOCCOCCOCCOCCNC(CSCCO)=O